2-(2-chloro-5-methoxypyridin-3-yl)acetic acid ClC1=NC=C(C=C1CC(=O)O)OC